CC(N)(C(=O)O)C α,α-dimethylglycine